Alpha-[(4-toluenesulfonyloxyimino)-4-methoxyphenyl]acetonitrile CC1=CC=C(C=C1)S(=O)(=O)ON=C1C(C=CC(=C1)OC)CC#N